CC1=CC=C(C=C1)S(=O)(=O)[O-].C(#N)[C@H]1N(CC(C1)(F)F)C(CNC(=O)C1=CC=NC2=CC=C(C=C12)OCCC[N+]1(CCOCC1)CCF)=O (S)-4-(3-((4-((2-(2-cyano-4,4-difluoropyrrolidin-1-yl)-2-oxoethyl)carbamoyl)quinolin-6-yl)oxy)propyl)-4-(2-fluoroethyl)morpholin-4-ium 4-methylbenzenesulfonate